tert-butyl (2-(4-((4-(bis(2,4-dimethoxybenzyl)amino)-2-((1-hydroxyhexan-3-yl)oxy)imidazo[2,1-f][1,2,4]triazin-7-yl)methyl)phenoxy)ethyl)(methyl)carbamate COC1=C(CN(C2=NC(=NN3C2=NC=C3CC3=CC=C(OCCN(C(OC(C)(C)C)=O)C)C=C3)OC(CCO)CCC)CC3=C(C=C(C=C3)OC)OC)C=CC(=C1)OC